Cl.[Cl-].NCCNC(=O)OC[N+]1=C(N(C=C1)CC1CCC=2N(C3=CC=CC=C3C2C1=O)C)C 3-[[[[(2-aminoethyl)amino]carbonyl]oxy]methyl]-2-methyl-1-[(2,3,4,9-tetrahydro-9-methyl-4-oxo-1H-carbazol-3-yl)methyl]-1H-imidazolium chloride hydrochloride